CC1(CN(CCN1)C=1C=C(C=2N(C(C=C(N2)C=2C=CC=3N(N2)C=C(N3)C)=O)C1)C)C 7-(3,3-dimethylpiperazin-1-yl)-9-methyl-2-(2-methylimidazo[1,2-b]pyridazin-6-yl)-4H-pyrido[1,2-a]pyrimidin-4-one